C1(C(C1=C(C#N)C1=C(C(=C(C(=C1Cl)F)C(F)(F)F)F)Cl)=C(C#N)C1=C(C(=C(C(=C1Cl)F)C(F)(F)F)F)Cl)=C(C#N)C1=C(C(=C(C(=C1Cl)F)C(F)(F)F)F)Cl 2,2',2''-(cyclopropane-1,2,3-triylidene)tris(2-(2,6-dichloro-3,5-difluoro-4-(trifluoromethyl)phenyl)-acetonitril)